C(CC#C)C1(N=NC=CC=C1)CCNC(=O)[C@@H]1N(C(SC1)[C@H]1N=C(SC1)C1=C(C=CC=C1)O)C (4S)-N-[2-(3-but-3-ynyldiazepin-3-yl)ethyl]-2-[(4S)-2-(2-hydroxyphenyl)-4,5-dihydrothiazol-4-yl]-3-methyl-thiazolidine-4-carboxamide